3,9-dibenzyl-1,5,7,11-tetraoxaspiro[5.5]undecane C(C1=CC=CC=C1)C1COC2(OC1)OCC(CO2)CC2=CC=CC=C2